4,5,6,7-tetrahydro-5-(5-iodo-2-pyridinyl)-thiazolo[5,4-c]pyridine IC=1C=CC(=NC1)N1CC2=C(CC1)N=CS2